C1(CC1)CNC(=O)C=1C=CC(=C2C=CN=CC12)C1=NOC(C1)(C(F)(F)F)C1=CC(=C(C(=C1)Cl)F)Cl N-(cyclopropylmethyl)-5-[5-(3,5-dichloro-4-fluorophenyl)-4,5-dihydro-5-(trifluoromethyl)-3-isoxazolyl]-8-isoquinoline-carboxamide